FC=1C2=C(C(=NC1)C)CC(C2)(CC=C)NC(OCC[Si](C)(C)C)=O 2-Trimethylsilylethyl N-(4-fluoro-1-methyl-6-prop-2-enyl-5,7-dihydrocyclopenta[c]pyridin-6-yl)carbamate